CC(C)NC(O[C@H]1C[C@H](CC1)C1=NNC(=C1)NC1=CC=C2C(NN(C2=C1)C)=O)=O (1R,3S)-3-{5-[(1-methyl-3-oxo-2,3-dihydro-1H-indazol-6-yl)amino]-1H-pyrazol-3-yl}cyclopentyl N-(propan-2-yl)carbamate